3-[(4S)-4-[2-[5-[(6,7-difluoro-4-isopropylsulfanyl-1H-indol-5-yl)oxy]-2-fluoro-phenyl]-1H-imidazol-4-yl]-4-methyl-chroman-8-yl]propanoic acid FC1=C(C(=C2C=CNC2=C1F)SC(C)C)OC=1C=CC(=C(C1)C=1NC=C(N1)[C@]1(CCOC2=C(C=CC=C12)CCC(=O)O)C)F